FC(CN1C(=NC=2N=C(NC2C1=O)C=1C=NN(C1)CC1=CC(=CC=C1)OC)CC)F 1-(2,2-Difluoro-ethyl)-2-ethyl-8-[1-(3-methoxy-benzyl)-1H-pyrazol-4-yl]-1,7-dihydro-purin-6-one